2-((2-((4-(4-((2-(2,6-dioxopiperidin-3-yl)-6-fluoro-1-oxoisoindoline-5-yl)methyl)piperazin-1-yl)-2-methoxyphenyl)amino)-5-(trifluoromethyl)pyridin-4-yl)amino)-N-methylbenzamide O=C1NC(CCC1N1C(C2=CC(=C(C=C2C1)CN1CCN(CC1)C1=CC(=C(C=C1)NC1=NC=C(C(=C1)NC1=C(C(=O)NC)C=CC=C1)C(F)(F)F)OC)F)=O)=O